ClC1=CC=C(C=C1)C=1C=C(C(N(N1)C=1C=NC=NC1)=O)C(=O)N[C@H](C(F)(F)F)C(C)(C)O 6-(4-chlorophenyl)-3-oxo-2-(pyrimidin-5-yl)-N-[(2S)-1,1,1-trifluoro-3-hydroxy-3-methylbutan-2-yl]-2,3-dihydropyridazine-4-carboxamide